2,2,2-trifluoro-1-tetrahydrofuran-3-yl-ethanamine FC(C(N)C1COCC1)(F)F